ClC1=NC(=CC2=C1N=C(N=C2)SC)C2=C(C(=CC(=C2Cl)OC)OC)Cl 8-chloro-6-(2,6-dichloro-3,5-dimethoxyphenyl)-2-(methylthio)pyrido[3,4-d]pyrimidine